7-amino-8-(3-methoxy-2,6-dimethylphenyl)-4-methyl-8H-pyrrolo[3,2-e][1,2,4]triazolo[1,5-a]pyrazine-6-carboxamide NC1=C(C=2N=C(C=3N(C2N1C1=C(C(=CC=C1C)OC)C)N=CN3)C)C(=O)N